COC(C1=NC=CC(=C1)C=1OC2=C(N1)C=C(C=C2)NC(CC)=O)=O 4-(5-Propionamidobenzo[d]oxazol-2-yl)picolinic acid methyl ester